C(CCCCC)OC1=CC=C(C=C1)OC 1-(hexyloxy)-4-methoxybenzene